N-[6-[3-[(4-fluoro-1H-indazol-5-yl)amino]indazol-1-yl]-2-pyridyl]-1-methyl-pyrazole-4-carboxamide FC1=C2C=NNC2=CC=C1NC1=NN(C2=CC=CC=C12)C1=CC=CC(=N1)NC(=O)C=1C=NN(C1)C